[S].[P].[Sn].[K] potassium tin phosphorus sulfur